FC=1C=CC=C2C3=C(C=C(C(C[C@]4(C[C@H](CC4)NS(=O)(=O)C)C4=NSC(COC12)=N4)=C3)F)F N-[(1'S,14R)-6,17,19-trifluorospiro[8-oxa-11-thia-12,21-diazatetracyclo[14.3.1.110,13.02,7]henicosa-1(19),2,4,6,10(21),12,16(20),17-octaene-14,3'-cyclopentane]-1'-yl]methanesulfonamide